(R)-2-(7-Chloro-10-(3-(4-chloro-3,5-dimethylphenoxy)propyl)-4-methyl-1-oxo-6-(1,3,5-trimethyl-1H-pyrazol-4-yl)-3,4-dihydropyrazino[1,2-a]indol-2(1H)-yl)quinoline-5-carboxylic Acid ClC=1C=CC=2C(=C3N(C2C1C=1C(=NN(C1C)C)C)[C@@H](CN(C3=O)C3=NC=1C=CC=C(C1C=C3)C(=O)O)C)CCCOC3=CC(=C(C(=C3)C)Cl)C